4-(2-Methoxyphenyl)-6-methyl-N-(4-oxo-4,5,6,7-tetrahydrothiazolo[5,4-c]pyridin-2-yl)nicotinamide COC1=C(C=CC=C1)C1=CC(=NC=C1C(=O)NC=1SC=2C(NCCC2N1)=O)C